CC(C(=O)O)CCCCCCCCCCCCCC.CC(C(=O)O)CCCCCCCCCCCCCC.BrC=1C(=NC2=CC(=NC=C2C1)Cl)NCCO 2-[(3-bromo-7-chloro-1,6-naphthyridin-2-yl)amino]ethanol methyl-palmitate (Methyl-hexadecanoate)